7,7-dimethyl-2,7-dihydropyrano[3,2-f]indazole CC1(C=CC2=CC3=CNN=C3C=C2O1)C